C(C(C)C)OC(C(C)C)O isobutoxy(isobutanol)